C(CC(CC)O)O 1,3-pentandiol